C1(CC1)C=1C=C(C=2N(C1)C=C(N2)CN2C(C1=CC=CC=C1C2=O)=O)N2C1(CC1)C(NC2=O)=O 2-((6-cyclopropyl-8-(5,7-dioxo-4,6-diazaspiro[2.4]heptan-4-yl)imidazo[1,2-a]pyridin-2-yl)methyl)isoindoline-1,3-dione